CS(=O)Cl methanesulfinyl chloride